C(=O)O.ClC=1C(=CC(=C(C1)NC1=NC(=NC=C1)NC=1C(=CC(=C(C1)NC(C=C)=O)N1C[C@H]2CN([C@@H]2C1)C)OC)C(C)(C)O)F |&1:34| N-(5-(4-(5-chloro-4-fluoro-2-(2-hydroxypropan-2-yl)phenylamino)pyrimidin-2-ylamino)-4-methoxy-2-((1R,SR)-6-methyl-3,6-diazabicyclo[3.2.0]heptan-3-yl)phenyl)acrylamide formic acid salt